N-((3s,5s)-1-((3s,4r)-1-(tert-butyl)-4-(4-chlorophenyl)pyrrolidine-3-carbonyl)-5-(morpholin-4-carbonyl)pyrrolidin-3-yl)-N-((1s,4r)-4-methylcyclohexyl)isobutyramide sulfate S(=O)(=O)(O)O.C(C)(C)(C)N1C[C@H]([C@@H](C1)C1=CC=C(C=C1)Cl)C(=O)N1C[C@H](C[C@H]1C(=O)N1CCOCC1)N(C(C(C)C)=O)C1CCC(CC1)C